N-[2-fluoro-5-(2-methyl-1-oxoisoquinolin-4-yl)phenyl]methanesulfonamide FC1=C(C=C(C=C1)C1=CN(C(C2=CC=CC=C12)=O)C)NS(=O)(=O)C